BrCC(=O)C=1SC(=CC1)F 2-bromo-1-(5-fluorothien-2-yl)ethan-1-one